1,1'-azo-di(hexahydrobenzonitrile) N(=NC1(C#N)CCCCC1)C1(C#N)CCCCC1